7-Acetyl-1,5,6,7,8,9-hexahydroimidazo[4',5':4,5]benzo[1,2-d]azepine C(C)(=O)N1CCC2=C(CC1)C=C1C(=C2)NC=N1